4-((3-Chloro-2-(N-methylmethanesulfonamido)phenyl)amino)-N-methoxy-6-((2-methoxypyridin-3-yl)amino)nicotinAmide ClC=1C(=C(C=CC1)NC1=CC(=NC=C1C(=O)NOC)NC=1C(=NC=CC1)OC)N(S(=O)(=O)C)C